O[C@H]1C[C@H](C2=CC=CC=C12)C(=O)N1CCC(CC1)C1=NOC(=C1)CNC(=O)C1(CCCC1)N(C)C N-{[3-(1-{[(1R,3S)-3-hydroxy-1-indanyl]carbonyl}-4-piperidyl)-5-isoxazolyl]methyl}1-(dimethylamino)cyclopentanecarboxamide